Methyl (S)-3-((tert-butoxycarbonyl)amino)-2-(2-ethyl-4-((3-iodoimidazo[1,2-a]pyrazin-8-yl)amino)benzamido)propanoate C(C)(C)(C)OC(=O)NC[C@@H](C(=O)OC)NC(C1=C(C=C(C=C1)NC=1C=2N(C=CN1)C(=CN2)I)CC)=O